2-(2-chlorophenyl)-7-hydroxy-8-((3S,4R)-3-hydroxy-1-methylpiperidin-4-yl)-4-oxo-4H-chromen-5-yl ethyl carbonate C(OC1=C2C(C=C(OC2=C(C(=C1)O)[C@@H]1[C@@H](CN(CC1)C)O)C1=C(C=CC=C1)Cl)=O)(OCC)=O